4-(2-((4-(4-((1-(3-((2,6-dioxopiperidin-3-yl)amino)benzoyl)piperidin-4-yl)methyl)piperazin-1-yl)phenyl)amino)pyrimidin-4-yl)-2-(methylbenzyl)-1H-1,2,3-triazole-4-carboxamide O=C1NC(CCC1NC=1C=C(C(=O)N2CCC(CC2)CN2CCN(CC2)C2=CC=C(C=C2)NC2=NC=CC(=N2)C2(NN(NC2)C(C2=CC=CC=C2)C)C(=O)N)C=CC1)=O